N=1C=NN2C1C=C(C=C2)N [1,2,4]Triazolo[1,5-a]pyridine-7-amine